tert-Butyl N-[(3R,4R)-4-(8-fluoro-6-formyl-6,7-dihydro-5H-cyclopenta[f][1,3]benzoxazol-2-yl)tetrahydrofuran-3-yl]carbamate FC1=C2C(=CC=3N=C(OC31)[C@@H]3[C@H](COC3)NC(OC(C)(C)C)=O)CC(C2)C=O